calcium manganate [Mn](=O)(=O)([O-])[O-].[Ca+2]